ClCCNCCCl bis(2-chloroethyl)amine